3-(3-(1,8-naphthyridin-2-yl)propoxy)azetidine-1-carboxylic acid tert-butyl ester C(C)(C)(C)OC(=O)N1CC(C1)OCCCC1=NC2=NC=CC=C2C=C1